(Z)-2-((dimethylamino)methylene)-3-oxobutanoic acid ethyl ester C(C)OC(\C(\C(C)=O)=C/N(C)C)=O